The molecule is an icosanoid anion that is the conjugate base of (5Z,9E,11Z,14Z,17Z)-8-hydroperoxyicosapentaenoic acid, obtained by deprotonation of the carboxy group; major species at pH 7.3 It is a long-chain fatty acid anion and a hydroperoxyicosapentaenoate. It derives from an all-cis-5,8,11,14,17-icosapentaenoate. It is a conjugate base of a (5Z,9E,11Z,14Z,17Z)-8-hydroperoxyicosapentaenoic acid. CC/C=C\\C/C=C\\C/C=C\\C=C\\C(C/C=C\\CCCC(=O)[O-])OO